C1(CC1)C(CO)NC1=NC(=C2N=CN(C2=N1)C(F)F)N[C@@H]1CN(CC1)C(=O)OC(C)(C)C tert-butyl (3S)-3-((2-((1-cyclopropyl-2-hydroxyethyl)amino)-9-(difluoromethyl)-9H-purin-6-yl)amino)pyrrolidine-1-carboxylate